C1(=CC=CC=C1)C1N=COC1 4-phenyl-4,5-dihydro-oxazole